FC1=C(C=C(C=C1)C(C)=O)C 1-(4-fluoro-3-methylphenyl)ethanone